CC1(N(CCNC1)C(=O)N1CCC2=C(CC1)C1=C(N2)N=NC(=C1)C1=C(C(=CC=C1)F)O)C (2,2-dimethylpiperazin-1-yl)(3-(3-fluoro-2-hydroxyphenyl)-5,8,9,10-tetrahydropyridazino[4',3':4,5]pyrrolo[2,3-d]azepin-7(6H)-yl)methanone